N1C(=NC2=C1C=CC=C2)CCNCCC=2SC=C(N2)C(=O)NCC2=NC=CC=C2F 2-(2-{[2-(1H-1,3-Benzimidazol-2-yl)ethyl]amino}ethyl)-N-[(3-fluoropyridin-2-yl)methyl]-1,3-thiazole-4-carboxamide